(2R,4S)-2-((R)-2-(3-fluoro-2-hydroxyphenyl)-4,5-dihydrothiazol-4-yl)-3-methylthiazolidine-4-carboxylic acid FC=1C(=C(C=CC1)C=1SC[C@@H](N1)[C@H]1SC[C@@H](N1C)C(=O)O)O